S1C(=CC=C1)C=C thienyl-ethylene